C(C1=CC=CC=C1)C=1N=NC(=C(C1C)C)N1CCC(CC1)C=1NC(=CN1)Cl 3-benzyl-6-[4-(5-chloro-1H-imidazol-2-yl)piperidin-1-yl]-4,5-dimethyl-pyridazine